N-methyl-N'-(2,4-bis(4-methoxyphenyl)thiazol-5-yl-methyl)ethylenediamine CNCCNCC1=C(N=C(S1)C1=CC=C(C=C1)OC)C1=CC=C(C=C1)OC